Cl.O=C1N(C=CC=C1C(=O)NC1=CC=C(C=C1)OC1=CC=NC2=CN=C(C=C12)N1CCNCC1)C1=CC=CC=C1 2-oxo-1-phenyl-N-[4-[(6-piperazin-1-yl-1,7-naphthyridin-4-yl)oxy]phenyl]pyridine-3-carboxamide hydrochloride